1-(2,6-dibenzyloxy-3-pyridyl)-3-methyl-5-nitro-benzimidazol-2-one C(C1=CC=CC=C1)OC1=NC(=CC=C1N1C(N(C2=C1C=CC(=C2)[N+](=O)[O-])C)=O)OCC2=CC=CC=C2